CC(C)(CC(C)(C)C)N 2,4,4-trimethyl-2-pentylamine